ethyl 4-({[(1S)-1-cyclobutylethyl]amino}methyl)thieno[2,3-b]pyridine-6-carboxylate C1(CCC1)[C@H](C)NCC1=C2C(=NC(=C1)C(=O)OCC)SC=C2